5-((1-(4-(4-(3,3-Difluorocyclobutyl)piperazin-1-yl)phenyl)-1H-imidazol-4-yl)amino)pyrazine-2-carbonitrile FC1(CC(C1)N1CCN(CC1)C1=CC=C(C=C1)N1C=NC(=C1)NC=1N=CC(=NC1)C#N)F